methylacetoxydiethoxysilane C[Si](OCC)(OCC)OC(C)=O